tert-butyl N-[2-(4-{[(4-bromopyridin-2-yl) carbamoyl] methyl} piperazin-1-yl) ethyl]-N-methylcarbamate BrC1=CC(=NC=C1)NC(=O)CN1CCN(CC1)CCN(C(OC(C)(C)C)=O)C